N(C1=CC=CC=C1)C(CC)C 3-Anilinobutan